1,2-di-arachidonoyl-sn-glycero-3-phosphate C(CCC\C=C/C\C=C/C\C=C/C\C=C/CCCCC)(=O)OC[C@@H](OC(CCC\C=C/C\C=C/C\C=C/C\C=C/CCCCC)=O)COP(=O)(O)O